N-[(4,5-difluoro-1H-benzimidazol-2-yl)methyl]-2-(methanesulfonyl)-8-(trifluoromethyl)pyrazolo[1,5-a][1,3,5]triazin-4-amine FC1=C(C=CC=2NC(=NC21)CNC2=NC(=NC=1N2N=CC1C(F)(F)F)S(=O)(=O)C)F